C1(=CC=CC=C1)[C@@](C)(CC)O (R)-2-phenylbutan-2-ol